2-chloro-4-((3-(4-(difluoromethoxy)phenyl)imidazo[1,2-a]pyrazin-8-yl)amino)-N-methyl-N-(2-(piperidin-4-yl)ethyl)benzamide hydrochloride Cl.ClC1=C(C(=O)N(CCC2CCNCC2)C)C=CC(=C1)NC=1C=2N(C=CN1)C(=CN2)C2=CC=C(C=C2)OC(F)F